1-butene-1,2,4-tricarboxylic acid C(=C(CCC(=O)O)C(=O)O)C(=O)O